ClC1=C(C(=CC=2C(CCCC12)N1CC2=NN(C=C2C1)C)C#N)OCCCl 4-Chloro-3-(2-chloroethoxy)-8-(2-methyl-2,6-dihydropyrrolo[3,4-c]pyrazol-5(4H)-yl)-5,6,7,8-tetrahydronaphthalene-2-carbonitrile